5-(1-methyl-3-(1-(oxetan-3-yl)azetidin-3-yl)-2-oxo-2,3-dihydro-1H-benzo[d]imidazol-5-yl)benzamide CN1C(N(C2=C1C=CC(=C2)C=2C=CC=C(C(=O)N)C2)C2CN(C2)C2COC2)=O